N-Phenyluracile C1(=CC=CC=C1)N1C(=O)NC(=O)C=C1